ClCC1=NC2=C(C=NC(=C2)C#N)N1CC1(CC1)OC 2-(chloromethyl)-3-((1-methoxycyclopropyl)methyl)-3H-imidazo[4,5-c]Pyridine-6-carbonitrile